CC1=C(C(=NO1)C=1C=NC(=CC1)C)COC=1C=C2CCN(CC2=CN1)C(=O)C1COCCC1 6-{[5-methyl-3-(6-methylpyridin-3-yl)-1,2-oxazol-4-yl]methoxy}-2-(oxacyclohexane-3-carbonyl)-1,2,3,4-tetrahydro-2,7-naphthyridine